(E)-4,4-difluoro-N-[[4-(hydroxymethyl)-1-[4-(trifluoromethoxy)phenyl]pyrazolo[3,4-b]pyridin-3-yl]methyl]but-2-enamide FC(/C=C/C(=O)NCC1=NN(C2=NC=CC(=C21)CO)C2=CC=C(C=C2)OC(F)(F)F)F